(R)-10-(((2R,3R,5R,6S)-3,5-dihydroxy-6-methyltetrahydro-2H-pyran-2-yl)oxy)-N,N-diethylundecanamide O[C@H]1[C@@H](O[C@H]([C@@H](C1)O)C)O[C@@H](CCCCCCCCC(=O)N(CC)CC)C